CC1=CC=C(C=C1)S(=O)(=O)OCC1=CN=NC=C1 pyridazin-4-ylmethyl 4-methylbenzenesulfonate